(S)-2-(4-(hydroxymethyl)phenoxy)-1-(3-(2-(trifluoromethyl)phenoxy)pyrrolidin-1-yl)ethan-1-one OCC1=CC=C(OCC(=O)N2C[C@H](CC2)OC2=C(C=CC=C2)C(F)(F)F)C=C1